3,4-Epoxycyclohexanecarboxylic acid methyl ester COC(=O)C1CC2C(CC1)O2